6-isopropyl-2-(1-(methylsulfonyl)piperidin-4-yl)-4H-pyrrolo[3,2-d]thiazole C(C)(C)C1=CNC2=C1N=C(S2)C2CCN(CC2)S(=O)(=O)C